cyanopyrimidine-4-carboxamide C(#N)C1=NC=CC(=N1)C(=O)N